phosphocholin P(=O)([O-])(O)OCC[N+](C)(C)C